FC1(CCC(CC1)[C@H](NC(C1=C(C=CC(=C1)F)F)=O)C1=NC2=C(N1)C=C(C=C2)[C@@H](C)NC(CCC(F)(F)F)=O)F N-((S)-(4,4-Difluorocyclohexyl)(6-((R)-1-(4,4,4-trifluorobutanamido)ethyl)-1H-benzo[d]imidazol-2-yl)methyl)-2,5-difluorobenzamide